2,2-dimethyl-3-(2-cyano-1-propenyl)cyclopropanecarboxylic acid 2,3,5,6-tetrafluoro-4-(methoxymethyl)benzyl ester FC1=C(COC(=O)C2C(C2C=C(C)C#N)(C)C)C(=C(C(=C1F)COC)F)F